thiodialanine S(N[C@@H](C)C(=O)O)N[C@@H](C)C(=O)O